NC1=C(C(=O)O)C(=CC=C1)Cl 2-Amino-6-chlorobenzoic acid